FC=1C=CC(=NC1)C=1C=C2C(=NC=NC2=C(C1)OC)NCC1=NOC(=N1)C 6-(5-fluoropyridin-2-yl)-8-methoxy-N-((5-methyl-1,2,4-oxadiazol-3-yl)methyl)quinazolin-4-amine